tert-Butyl 3-methylsulfonyloxypyrrolidine-1-carboxylate CS(=O)(=O)OC1CN(CC1)C(=O)OC(C)(C)C